C(C)(C)(C)OC(NC=1C=C(C=C2C=C(N=CC12)NC(=O)[C@H]1[C@H](C1)F)C=1C=NC=C(C1CC)NC(=O)OC(C)(C)C)=O |r| (±)-N-[6-[5-(tert-butoxycarbonylamino)-4-ethyl-3-pyridyl]-3-[[cis-2-fluorocyclopropanecarbonyl]amino]-8-isoquinolinyl]carbamic acid tert-butyl ester